N-(biotinyl)-N'-(iodoacetyl)ethylenediamine C(CCCC[C@@H]1SC[C@@H]2NC(=O)N[C@H]12)(=O)NCCNC(CI)=O